(E)-5-(1-(4-(3-(2-bromoethoxy)propoxy)phenyl)-2-(4-chloro-2-fluorophenyl)but-1-enyl)-1H-indazole BrCCOCCCOC1=CC=C(C=C1)/C(=C(/CC)\C1=C(C=C(C=C1)Cl)F)/C=1C=C2C=NNC2=CC1